FC(S(=O)(=O)N[C@@H]1[C@@H](N(CC12CC2)C(=O)C2(CC2)COC)CC=2C(=C(C=CC2)C2=CC(=CC(=C2)F)F)F)F 1,1-difluoro-N-((6S,7S)-5-(1-(methoxymethyl)cyclopropane-1-carbonyl)-6-((2,3',5'-trifluoro-[1,1'-biphenyl]-3-yl)methyl)-5-azaspiro[2.4]heptan-7-yl)methanesulfonamide